α-phenyl-2-piperidineacetic acid C1(=CC=CC=C1)C(C(=O)O)C1NCCCC1